N1(CCCC2=NC=CC=C12)C1=CCNC=C1 (1S,1'S)-4-(3,4-dihydro-1,5-naphthyridin-1(2H)-yl)-1H-pyridine